tert-butyl 4-(((2S,5R)-5-isopropyl-3,6-dimethoxy-2,5-dihydropyrazin-2-yl)methyl)-1H-indole-1-carboxylate C(C)(C)[C@H]1N=C([C@@H](N=C1OC)CC1=C2C=CN(C2=CC=C1)C(=O)OC(C)(C)C)OC